ClC1=NC=C(C(=N1)NCCC1=CC=CC=C1)C(=O)N 2-chloro-4-(phenylethyl-amino)pyrimidin-5-carboxamide